2-((1S,2S,3R,4S)-4-((tert-butyldiphenylsilyl)oxy)-2-(1,3-dioxolan-2-yl)-3-methylcyclopentyl)prop-2-en-1-ol ethyl-2-chloro-3-(methoxyamino)-4-methylsulfonyl-benzoate C(C)C=1C(=C(C(=C(C(=O)OCC(=C)[C@@H]2[C@@H]([C@H]([C@H](C2)O[Si](C2=CC=CC=C2)(C2=CC=CC=C2)C(C)(C)C)C)C2OCCO2)C1)Cl)NOC)S(=O)(=O)C